C(#N)C1=C(C=CC=C1)C(CC)C=1C=NN(C1)C(F)F 1-(2-cyanophenyl)-1-(1-(difluoromethyl)-1H-pyrazol-4-yl)propan